3-(4-(trifluoromethoxy)phenoxy)-6,12-dihydrobenzo[c]acridin-7(5H)-one FC(OC1=CC=C(OC=2C=CC3=C(CCC=4C(C=5C=CC=CC5NC34)=O)C2)C=C1)(F)F